methyl 2-(((tert-butyldimethylsilyl) oxy) methyl)-7-iodobenzofuran-5-carboxylate [Si](C)(C)(C(C)(C)C)OCC=1OC2=C(C1)C=C(C=C2I)C(=O)OC